C(C)OC(C(=O)C1C(CC(CC1)(C)C)=O)=O 2-(4,4-Dimethyl-2-oxocyclohexyl)-2-oxoacetic acid ethyl ester